triallyltrimesate C(C=C)C1=C(C(=C(C(=C1C(=O)[O-])CC=C)C(=O)[O-])CC=C)C(=O)[O-]